BrC=1C=C(C=CC1)C1(CC(C1)C)C1=NN=CN1C(F)(F)F 3-(1-(3-bromophenyl)-3-methylcyclobutyl)-4-(trifluoromethyl)-4H-1,2,4-triazole